ClC=1C=C(C=CC1Cl)N1C([C@@H]2N(CCN(C2)C#N)CC1)=O (R)-8-(3,4-dichlorophenyl)-9-oxooctahydro-2H-pyrazino[1,2-a]pyrazine-2-carbonitrile